N-(2-(4-(3-(4-ethoxy-3-fluorophenyl)-1,2,4-oxadiazol-5-yl)piperidin-1-yl)-2-oxoethyl)benzamide C(C)OC1=C(C=C(C=C1)C1=NOC(=N1)C1CCN(CC1)C(CNC(C1=CC=CC=C1)=O)=O)F